ClCC1CCC(CC1)C1CCC(CC1)CCl 1-(chloromethyl)-4-[4-(chloromethyl)cyclohexyl]cyclohexane